benzyl 5-amino-4-(4-(4-(morpholinomethyl)benzyloxy)-1-oxoisoindolin-2-yl)-5-oxopentanoate NC(C(CCC(=O)OCC1=CC=CC=C1)N1C(C2=CC=CC(=C2C1)OCC1=CC=C(C=C1)CN1CCOCC1)=O)=O